NC1=C(C=C(OC=2C=C(C(=O)O)C=C(C2)OC2=CC(=C(C(=C2)C)N)C)C=C1C)C 3,5-bis(4-amino-3,5-dimethylphenoxy)benzoic acid